(1R,2R)-N-((S)-2-(dimethylamino)-3-(1H-pyrazolo[3,4-c]pyridin-5-yl)propyl)-2-methyl-2-phenylcyclopropane-1-carboxamide CN([C@H](CNC(=O)[C@H]1[C@@](C1)(C1=CC=CC=C1)C)CC=1C=C2C(=CN1)NN=C2)C